tert-butyl N-[2-(difluoromethyl)-4-methylsulfonyl-phenyl]carbamate FC(C1=C(C=CC(=C1)S(=O)(=O)C)NC(OC(C)(C)C)=O)F